ClC=1C=CC(=NC1)[C@H](C1(CCNCC1)O)C1=CC=CC=C1 4-[(R)-(5-chloro-2-pyridinyl)-phenyl-methyl]piperidin-4-ol